tert-Butyl (2-(5-(4-(4-methylpiperazine-1-carbonyl)phenyl)-1H-indole-2-carboxamido)ethyl)carbamate CN1CCN(CC1)C(=O)C1=CC=C(C=C1)C=1C=C2C=C(NC2=CC1)C(=O)NCCNC(OC(C)(C)C)=O